C(C)C=1C(NC=2C=C(C=NC2C1)CN1CCC(=CC1)C=1C=NC(=CC1OC)C(=O)NC)=O 1'-((7-ethyl-6-oxo-5,6-dihydro-1,5-naphthyridin-3-yl)methyl)-4-methoxy-N-methyl-1',2',3',6'-tetrahydro-[3,4'-bipyridine]-6-carboxamide